[4-[3-(3-chlorophenyl)-1,5-dimethyl-2,4-dioxo-quinazoline-6-carbonyl]-2,5-dimethyl-pyrazol-3-yl]N,N-diethylcarbamate ClC=1C=C(C=CC1)N1C(N(C2=CC=C(C(=C2C1=O)C)C(=O)C1=C(N(N=C1C)C)OC(N(CC)CC)=O)C)=O